4-chloro-2-(1-methyl-1H-imidazol-2-yl)-5,6-diphenylpyrrolo[2,1-f][1,2,4]triazine ClC1=NC(=NN2C1=C(C(=C2)C2=CC=CC=C2)C2=CC=CC=C2)C=2N(C=CN2)C